ClC1=C(C=CC=C1NC1=NC=CC(=C1F)CN1CCC(CC1)C(C(=O)OCC)(C)C)C1=C(C(=CC=C1)C1=NC(=C(C=C1)C=O)OC)Cl Ethyl 2-(1-((2-((2,2'-dichloro-3'-(5-formyl-6-methoxypyridin-2-yl)-[1,1'-biphenyl]-3-yl) amino)-3-fluoropyridin-4-yl) methyl) piperidin-4-yl)-2-methylpropionate